[Co].[Cr].[W].C(#N)CS(=O)(=O)NCCOCCOCCOC 1-cyano-N-(2-(2-(2-methoxyethoxy)ethoxy)ethyl)methanesulfonamide tungsten-chromium cobalt